C1(CC1)N([C@@H]1CNC[C@@H]1F)C |o1:4,8| (3R*,4S*)-N-cyclopropyl-4-fluoro-N-methylpyrrolidin-3-amine